p-bis(cyclohexyl)benzene C1(CCCCC1)C1=CC=C(C=C1)C1CCCCC1